methyl (1R,4r)-4-((R)-7-(3,4-dichlorobenzoyl)-6-methyl-4-oxo-2-thioxo-1,4,5,6,7,8-hexahydropyrido[3,4-d]pyrimidin-3(2H)-yl)cyclohexane-1-carboxylate ClC=1C=C(C(=O)N2CC=3NC(N(C(C3C[C@H]2C)=O)C2CCC(CC2)C(=O)OC)=S)C=CC1Cl